N[C@H](CC1=C(C2=NC(=CC(=C2O1)NCC=1SC=CC1)Cl)C=1N=COC1)C 2-[(2S)-2-aminopropyl]-5-chloro-3-(1,3-oxazol-4-yl)-N-(thiophen-2-ylmethyl)furo[3,2-b]pyridin-7-amine